3-hydroxy-2,2-dimethyl-propyl methacrylate C(C(=C)C)(=O)OCC(CO)(C)C